BrC1=C(C=C(C=C1)N1N=NC(=C1)Cl)OC 1-(4-bromo-3-methoxy-phenyl)-4-chloro-triazole